4-(4-ethyl-2,5-dioxoimidazolidin-4-yl)-3-methoxybenzoic acid C(C)C1(NC(NC1=O)=O)C1=C(C=C(C(=O)O)C=C1)OC